FC1=C(C=CC(=C1)C1=NC2=CC=C3C(=C2C=2CCCCC12)C=NN3)C(=O)N3CCN(CC3)C (2-fluoro-4-(8,9,10,11-tetrahydro-3H-pyrazolo[4,3-a]phenanthridin-7-yl)phenyl)(4-methylpiperazin-1-yl)methanone